N-(5-(5-((4-hydroxy-4-isopropylcyclohexyl)oxy)-2-methylpyridin-4-yl)pyrazolo[1,5-a]pyridin-2-yl)cyclopropanecarboxamide OC1(CCC(CC1)OC=1C(=CC(=NC1)C)C1=CC=2N(C=C1)N=C(C2)NC(=O)C2CC2)C(C)C